OC[C@H](C1=CC(=CC=C1)C)NC(CC)=O N-[(1S)-2-hydroxy-1-(3-methylphenyl)ethyl]propanamide